C(C)(CC)N1N=CC=2N=C(N=C(C21)N[C@@H](C=2C=NC1=CC=CC=C1C2)C2CC2)N2CCN(CC2)CN(C#N)OC2=CC=CC=C2 (4-{1-sec-butyl-7-[((R)-cyclopropyl-quinolin-3-yl-methyl)-amino]-1H-pyrazolo[4,3-d]pyrimidin-5-yl}-piperazin-1-yl)-phenoxy-methyl-cyanamide